O(O)O.[Fe].[Co].[Ni] nickel-cobalt-iron oxyhydroxide